FC1=C(C=CC=C1C=O)CC(C(=O)OC(C)(C)C)=C tert-butyl 2-[(2-fluoro-3-formyl-phenyl)methyl]prop-2-enoate